1'-(bicyclo[2.2.1]heptane-2,5-diylbis(methylene))bis(3,4-dimethyl-1H-pyrrole-2,5-dione) C12C(CC(C(C1)CN1C(C(=C(C1=O)C)C)=O)C2)CN2C(C(=C(C2=O)C)C)=O